NC1=C(C=C(C=N1)C=1C=NN(C1)C1CCN(CC1)CC1=CC(=C2C(N(C(C2=C1)=O)C1C(NC(CC1)=O)=O)=O)F)O[C@H](C)C1=C(C(=CC=C1Cl)F)Cl 6-((4-(4-(6-amino-5-((R)-1-(2,6-dichloro-3-fluorophenyl)ethoxy)pyridin-3-yl)-1H-Pyrazol-1-yl)piperidin-1-yl)methyl)-2-(2,6-dioxopiperidin-3-yl)-4-fluoroisoindoline-1,3-dione